N-(2,6-dimethylpyrimidin-4-yl)-5-[5-methyl-3-[(3S,5R)-5-methylpyrrolidin-3-yl]oxy-isoxazol-4-yl]pyrazolo[1,5-a]pyridin-2-amine CC1=NC(=CC(=N1)NC1=NN2C(C=C(C=C2)C=2C(=NOC2C)O[C@@H]2CN[C@@H](C2)C)=C1)C